C(C)OC(CC1=CC=C(C=C1)NC=1C2=C(N=C(N1)N1CC3=C(CC1)SC=C3)CCCS2(=O)=O)=O 2-(4-((2-(6,7-Dihydrothieno[3,2-c]pyridin-5(4H)-yl)-5,5-dioxo-7,8-dihydro-6H-thiopyrano[3,2-d]pyrimidin-4-yl)amino)phenyl)acetic acid ethyl ester